FC(C(=O)O)(F)F.ClC1=CC(=C(COC2=NC=C(C(=N2)N2CCC3(CC3C3=NC4=C(N3CC3=CN=CO3)C=C(C=C4)C(=O)O)CC2)F)C=C1)F 2-(6-{2-[(4-chloro-2-fluorobenzyl)oxy]-5-fluoropyrimidin-4-yl}-6-azaspiro[2.5]oct-1-yl)-1-(1,3-oxazol-5-ylmethyl)-1H-benzimidazole-6-carboxylic acid, trifluoroacetate salt